(1S,4S)-N1-(2-(3-((4-chloro-2-methoxy-phenyl)amino)prop-1-yn-1-yl)-1-(2,2,2-trifluoro-ethyl)-1H-indol-4-yl)-N4,N4-dimethylcyclohexane-1,4-diamine ClC1=CC(=C(C=C1)NCC#CC=1N(C2=CC=CC(=C2C1)NC1CCC(CC1)N(C)C)CC(F)(F)F)OC